BrCC=1C=C2CN(C(C2=CC1)=O)C1C(NC(CC1)=O)=O 3-[5-(bromomethyl)-1-oxo-isoindolin-2-yl]piperidine-2,6-dione